FC12CC(C(CC1)(CC2)C(=O)OCC)=O ethyl 4-fluoro-2-oxo-bicyclo[2.2.2]octane-1-carboxylate